ClC(C(Cl)(F)F)(Cl)F 1,1,2-trichlorotrifluoroethane